N1C(NC(C2=NC3=C(N=C12)C=CC=C3)=O)=O benzo[g]pteridine-2,4-dione